(2S)-6-[(1S,4S,5R)-5-[[5-cyclopropyl-3-(2,6-dichlorophenyl)-1,2-oxazol-4-yl]methoxy]-2-azabicyclo[2.2.1]heptan-2-yl]-1,2,3,4-tetrahydronaphthalene-2-carboxylic acid C1(CC1)C1=C(C(=NO1)C1=C(C=CC=C1Cl)Cl)CO[C@H]1[C@@H]2CN([C@H](C1)C2)C=2C=C1CC[C@@H](CC1=CC2)C(=O)O